O=C1N(CCCN1)[C@H]1CN(CCC1)C(=O)OC(C)(C)C tert-butyl (R)-3-(2-oxotetrahydropyrimidin-1(2H)-yl)piperidine-1-carboxylate